(2R,3R)-2,3-diaminosuccinic acid N[C@@H](C(=O)O)[C@H](C(=O)O)N